1-(5-chloro-4-(5,5-dimethyl-5,6-dihydro-4H-pyrrolo[1,2-b]pyrazol-3-yl)pyridin-2-yl)-3-((1r,4r)-4-(isopropylamino)cyclohexyl)urea ClC=1C(=CC(=NC1)NC(=O)NC1CCC(CC1)NC(C)C)C1=C2N(N=C1)CC(C2)(C)C